FC=1C=C(C(=O)O)C=CC1C=1N(C=C(N1)C(F)(F)F)C 3-fluoro-4-[1-methyl-4-(trifluoromethyl)imidazol-2-yl]benzoic acid